C(C)(C)(C)OC(=O)N1C(COCCC1)C1=C(C=C(C=C1)NC1COC1)Cl 3-(2-chloro-4-(oxetan-3-ylamino)phenyl)-1,4-oxazepan-4-carboxylic acid tert-butyl ester